6-(2-hydroxy-2-methylpropoxy)-4-(6-(6-(3-phenylpropioloyl)-3,6-diazabicyclo[3.1.1]heptan-3-yl)pyridin-3-yl)pyrazolo[1,5-a]pyridine-3-carbonitrile OC(COC=1C=C(C=2N(C1)N=CC2C#N)C=2C=NC(=CC2)N2CC1N(C(C2)C1)C(C#CC1=CC=CC=C1)=O)(C)C